NC1=NC=2C=CC(=CC2C2=C1C=NN2C)C(=O)N(N2C(CCC2)=O)CC2=CC=1C(=NSN1)C=C2 4-amino-N-(2,1,3-benzothiadiazol-5-ylmethyl)-1-methyl-N-(2-oxopyrrolidin-1-yl)pyrazolo[4,3-c]quinoline-8-carboxamide